2-(2,4-Difluorophenyl)-6-(hydroxymethyl)-N-[(3S)-2-oxo-5-phenyl-1,3-dihydro-1,4-benzodiazepin-3-yl]-6,7-dihydro-5H-pyrazolo[5,1-b][1,3]oxazine-3-carboxamide FC1=C(C=CC(=C1)F)C1=NN2C(OCC(C2)CO)=C1C(=O)N[C@@H]1C(NC2=C(C(=N1)C1=CC=CC=C1)C=CC=C2)=O